2-(9-(2,2-difluoroethyl)-6-((2S,5R)-4-(1-(3,3-dimethyl-2,3-dihydrobenzo[b][1,4]dioxin-6-yl)ethyl)-2,5-dimethylpiperazin-1-yl)-3-methyl-2-oxo-3,9-dihydro-2H-purin-8-yl)acetonitrile FC(CN1C=2N(C(N=C(C2N=C1CC#N)N1[C@H](CN([C@@H](C1)C)C(C)C1=CC2=C(OCC(O2)(C)C)C=C1)C)=O)C)F